2-[4-(2-Phenyl-1H-benzimidazole-5-carbonyl)piperazin-1-yl]-3H-quinazolin-4-one C1(=CC=CC=C1)C1=NC2=C(N1)C=CC(=C2)C(=O)N2CCN(CC2)C2=NC1=CC=CC=C1C(N2)=O